1-(2-Amino-[1,2,4]triazolo[1,5-a]pyridin-5-yl)-N-(5-cyano-6-(2H-1,2,3-triazol-2-yl)pyridin-3-yl)-5-(trifluoromethyl)-1H-pyrazol-4-carboxamid NC1=NN2C(C=CC=C2N2N=CC(=C2C(F)(F)F)C(=O)NC=2C=NC(=C(C2)C#N)N2N=CC=N2)=N1